CN1C(=CC(=C1)B1OC(C(O1)(C)C)(C)C)C=O 1-methyl-4-(4,4,5,5-tetramethyl-1,3,2-dioxaborolan-2-yl)pyrrole-2-carbaldehyde